CN1C(=NC=C1)C=1SC=CC1NC(CC1=CC=CC2=CC=CC=C12)=O N-(2-(1-methyl-1H-imidazol-2-yl)thiophen-3-yl)-2-(naphthalen-1-yl)acetamide